CC1=CC=C(C(=O)NC=2SC=C(N2)C2=CC=CC=C2)C=C1 4-Methyl-N-(4-phenyl-1,3-thiazol-2-yl)benzamide